N1=CN=CC2=CC=C3C(=C12)N=CC=C3 pyrido[3,2-h]quinazoline